C1(CCCCC1)N=CCCl 2-(cyclohexylimino)ethyl chloride